NCC1=C(CN2C(NC(C3=C2C=CN3)=O)=S)C=CC(=C1)F (2-(aminomethyl)-4-fluorobenzyl)-2-thioxo-1,2,3,5-tetrahydro-4H-pyrrolo[3,2-d]pyrimidin-4-one